dimethyl (Z)-5-(3-((4-((tert-butoxycarbonyl)amino)-2-fluorobut-2-en-1-yl)thio)benzamido)isophthalate C(C)(C)(C)OC(=O)NC\C=C(\CSC=1C=C(C(=O)NC=2C=C(C=C(C(=O)OC)C2)C(=O)OC)C=CC1)/F